3-(difluoromethyl)-5-[3-(1H-pyrazol-4-yl)imidazo[1,2-a]pyrimidin-2-yl]-1H-1,2,4-triazole FC(C1=NNC(=N1)C=1N=C2N(C=CC=N2)C1C=1C=NNC1)F